FC(C1=NN(C(=C1C(=O)NCC1=C(C=CC(=C1)F)C(C)C)F)C)F 3-(difluoromethyl)-5-fluoro-N-(5-fluoro-2-isopropylbenzyl)-1-methyl-1H-pyrazole-4-carboxamide